isopropyl (3S)-6-fluoro-4-{[3-(methoxymethyl)oxetan-3-yl]carbonyl}-3-methyl-3,5-dihydro-2H-1,4-benzoxazepine-8-carboxylate FC1=CC(=CC2=C1CN([C@H](CO2)C)C(=O)C2(COC2)COC)C(=O)OC(C)C